(6-((1H-imidazol-1-yl)methyl)pyridin-3-yl)-5-isobutylthiophene-2-sulfonamide N1(C=NC=C1)CC1=CC=C(C=N1)C1=C(SC(=C1)CC(C)C)S(=O)(=O)N